FC1=C(C(=C(C=C1OC)OC)F)N1C(N(C2=C(C1)C=NC(=C2)C=2C(=NN(C2)C)C)C2(CC2)C#N)=O 1-(3-(2,6-difluoro-3,5-dimethoxyphenyl)-7-(1,3-dimethyl-1H-pyrazol-4-yl)-2-oxo-3,4-dihydropyrido[4,3-d]pyrimidin-1(2H)-yl)cyclopropanecarbonitrile